ammonium butyrate C(CCC)(=O)[O-].[NH4+]